((2S,4R)-2-(Benzo[d]oxazol-2-yl)-4-hydroxypyrrolidin-1-yl)(2'-methyl-[1,1'-biphenyl]-4-yl)methanone O1C(=NC2=C1C=CC=C2)[C@H]2N(C[C@@H](C2)O)C(=O)C2=CC=C(C=C2)C2=C(C=CC=C2)C